(2S,3R,4R,5R)-3,4-dihydroxy-5-(1-methyl-1H-pyrazol-4-yl)tetrahydro-2H-pyran O[C@@H]1COC[C@H]([C@H]1O)C=1C=NN(C1)C